FC(CC1=C(C=O)C=CC=C1F)F 2-(2,2-difluoroethyl)-3-fluorobenzaldehyde